(S)-2-(Boc-amino)-3-methylbutanoic acid C(=O)(OC(C)(C)C)N[C@H](C(=O)O)C(C)C